NCC=1C=C(C=CC1)N1N=C(C=C1C(=O)NC1=CC(=CC=C1)C(C1=CC=CC=C1)N1CC(CC1)O)C(F)(F)F 1-(3-(Aminomethyl)phenyl)-N-(3-((3-hydroxypyrrolidin-1-yl)(phenyl)methyl)phenyl)-3-(trifluoromethyl)-1H-pyrazole-5-carboxamide